(7S)-5-(4-Chloro-3-fluorophenyl)-3-(imidazo[1,2-a]pyridin-6-yl)-7-methyl-6,7-dihydropyrazolo-[1,5-a]pyrazin-4(5H)-on ClC1=C(C=C(C=C1)N1C(C=2N([C@H](C1)C)N=CC2C=2C=CC=1N(C2)C=CN1)=O)F